N4'-methyl-N2-(4-(trifluoromethyl)phenyl)-[1,1'-biphenyl]-2,4'-diamine CNC1=CC=C(C=C1)C=1C(=CC=CC1)NC1=CC=C(C=C1)C(F)(F)F